tert-butyl (6-bromo-2-oxo-1,2,3,4-tetrahydroquinolin-3-yl)carbamate BrC=1C=C2CC(C(NC2=CC1)=O)NC(OC(C)(C)C)=O